6-{4-[(6-methoxypyridin-3-yl)oxy]piperidin-1-yl}-5-methyl-N-(1H-pyrazol-5-ylmethyl)pyridazine-3-carboxamide COC1=CC=C(C=N1)OC1CCN(CC1)C1=C(C=C(N=N1)C(=O)NCC1=CC=NN1)C